N-(2-(4-(2-((4-((2-(2,6-dioxopiperidin-3-yl)-1,3-dioxoisoindolin-4-yl)amino)butyl)amino)-2-oxoethyl)piperazin-1-yl)ethyl)-6-hydroxy-2-oxo-2H-chromene-3-carboxamide O=C1NC(CCC1N1C(C2=CC=CC(=C2C1=O)NCCCCNC(CN1CCN(CC1)CCNC(=O)C=1C(OC2=CC=C(C=C2C1)O)=O)=O)=O)=O